C[C@@H]1CCN2[C@@]13C[C@H]4[C@@](C2)(C[C@]5(C4(C)C)CC(=O)N(C5=O)C)N(C3=O)C The molecule is an alkaloid isolated from Aspergillus aculeatus. It has a role as an Aspergillus metabolite. It is an alkaloid, an azaspiro compound and a dicarboximide.